(2R,3R,4R,5s)-2-methyl-1-(((R)-1-(thiophen-3-yl)pyrrolidin-3-yl)methyl)piperidine-3,4,5-triol C[C@H]1N(C[C@@H]([C@H]([C@@H]1O)O)O)C[C@@H]1CN(CC1)C1=CSC=C1